ClC1=C(C=CC(=C1)Cl)[C@H]1OC2=C(C=CC=C2C(=C1)F)C1CCN(CC1)CC1=NC=2C(=NC(=CC2)C(=O)O)N1C[C@H]1OCC1 2-((4-((S)-2-(2,4-dichlorophenyl)-4-fluoro-2H-chromen-8-yl)piperidin-1-yl)methyl)-3-(((S)-oxetan-2-yl)methyl)-3H-imidazolo[4,5-b]pyridine-5-carboxylic acid